C(C)(C)C1=C(NC2=CC=C(C=C12)C1OCCN(C1)CC(=O)N(C)C)C=1C=C(C=2N(C1)N=CN2)OC 2-(2-(3-isopropyl-2-(8-methoxy-[1,2,4]triazolo[1,5-a]pyridin-6-yl)-1H-indol-5-yl)morpholino)-N,N-dimethylacetamide